oxotryptophan O=N[C@@H](CC1=CNC2=CC=CC=C12)C(=O)O